[Zn+2].C(C=C)(=O)[O-].C(C=C)(=O)[O-] acrylate zinc salt